C(CC)C1=CC=C(C=C1)C1=CC=C(C=C1)C1=C(C(C=2C=NC=3C=CC=CC3C21)=O)C(F)(F)F 1-(4'-propyl-[1,1'-biphenyl]-4-yl)-2-(trifluoromethyl)-3H-cyclopenta[c]quinolin-3-one